3-(Methylamino)propan-1-ol tert-butyl-(3S,4R)-4-(((benzyloxy)carbonyl)amino)-3-(((methylsulfonyl)oxy)methyl)piperidine-1-carboxylate C(C)(C)(C)C1N(CC[C@H]([C@@H]1COS(=O)(=O)C)NC(=O)OCC1=CC=CC=C1)C(=O)OCCCNC